ClC=1N=NC(=C2C1C(=NC=C2)C)N[C@H]2CN(CCC2)C (R)-4-chloro-5-methyl-N-(1-methylpiperidin-3-yl)pyrido[3,4-d]pyridazin-1-amine